ethyl 2-[8-[(1R)-1-[[6-chloro-2-(2,3,4,5,6-pentafluorophenoxy)sulfonyl-3-pyridyl]oxy]ethyl]-3,6-dimethyl-4-oxo-chromen-2-yl]cyclopropanecarboxylate ClC1=CC=C(C(=N1)S(=O)(=O)OC1=C(C(=C(C(=C1F)F)F)F)F)O[C@H](C)C=1C=C(C=C2C(C(=C(OC12)C1C(C1)C(=O)OCC)C)=O)C